CN1N=C(C2=CC=C(C=C12)C1=NOC(=N1)N1CCNCC1)C 3-(1,3-dimethyl-1H-indazol-6-yl)-5-(piperazin-1-yl)-1,2,4-oxadiazole